ClC1=C(C(=O)N(C2=NN=NN2C)C)C=CC(=C1SC(C)C)S(=O)(=O)C 2-Chloro-3-isopropylsulfanyl-N-methyl-N-(1-methyl-1H-tetrazol-5-yl)-4-methylsulfonylbenzamide